TERT-BUTYL 2-[[2-(BENZYLOXYCARBONYLAMINO)ACETYL]AMINO]ACETATE C(C1=CC=CC=C1)OC(=O)NCC(=O)NCC(=O)OC(C)(C)C